1,8-bis(2-naphthyl)octane C1=C(C=CC2=CC=CC=C12)CCCCCCCCC1=CC2=CC=CC=C2C=C1